[2,4,6-trimethylphenyl]methanone CC1=C(C(=CC(=C1)C)C)C=O